7-(6-(4-(benzo[d]thiazol-2-yl)phenoxy)hexyloxy)-2H-benzopyran-2-one S1C(=NC2=C1C=CC=C2)C2=CC=C(OCCCCCCOC1=CC3=C(C=CC(O3)=O)C=C1)C=C2